C(=O)O.NCC1=C(C=C(C=C1)C=1N=C2SC3=C(N2C1)C=CC(=C3)C(=O)NCCCN3CCCCC3)C.NCC3=C(C=C(C=C3)C=3N=C1SC2=C(N1C3)C=CC(=C2)C(=O)NCCCN2CCCCC2)C 2-(4-(aminomethyl)-3-methylphenyl)-N-(3-(piperidin-1-yl)propyl)benzo[d]imidazo[2,1-b]thiazole-7-carboxamide hemi-formate